Br.NC=1SC(=C(N1)CC(=O)O)C1=CC(=CC=C1)F 2-amino-5-(3-fluorophenyl)thiazole-4-acetic acid hydrobromide salt